tert-butyl (3S,4R)-3-[[tert-butyl(dimethyl)silyl]oxymethyl]-4-[[3-(2,6-dioxo-3-piperidyl)-1-methyl-indazol-6-yl]amino]piperidine-1-carboxylate [Si](C)(C)(C(C)(C)C)OC[C@H]1CN(CC[C@H]1NC1=CC=C2C(=NN(C2=C1)C)C1C(NC(CC1)=O)=O)C(=O)OC(C)(C)C